(E)-2-(4-(4-(2-(5-cyclopropyl-3-(3,5-dichloropyridin-4-yl)isoxazol-4-yl)vinyl)-2-oxabicyclo[2.2.2]oct-1-yl)phenyl)-2-methylpropanamide C1(CC1)C1=C(C(=NO1)C1=C(C=NC=C1Cl)Cl)/C=C/C12COC(CC1)(CC2)C2=CC=C(C=C2)C(C(=O)N)(C)C